Tert-butyl 4-[1-[7-([2-fluoro-4-[3-(hydroxymethyl)pyrazol-1-yl]phenyl]amino)-1,6-naphthyridin-2-yl]cyclopropyl]piperidine-1-carboxylate FC1=C(C=CC(=C1)N1N=C(C=C1)CO)NC1=NC=C2C=CC(=NC2=C1)C1(CC1)C1CCN(CC1)C(=O)OC(C)(C)C